CS(=O)(=O)CCC1=C(C=CC(=C1)[N+](=O)[O-])N1CCOCC1 4-(2-(2-(methylsulfonyl)ethyl)-4-nitrophenyl)morpholine